(4-Phenylsulfanylphenyl)Octane-1-on-2-imine C1(=CC=CC=C1)SC1=CC=C(C=C1)C(C(CCCCCC)=N)=O